C(C)[N+](CC)(CCCCCCCCCCCC)[O-] N,N-diethyl-dodecyl-amine oxide